4-tert-Butyl (1-((2-(trifluoromethyl)pyridin-4-yl)amino)piperidin-4-yl)carbamate FC(C1=NC=CC(=C1)NN1CCC(CC1)NC(OC(C)(C)C)=O)(F)F